cytosineOne N1C(=O)N=C(N=O)C=C1